(4-methyl-3-(4,4,5,5-tetramethyl-1,3,2-dioxaborolan-2-yl)phenyl)-6-azabicyclo[3.1.1]heptane-6-carboxamide CC1=C(C=C(C=C1)C12CCCC(N1C(=O)N)C2)B2OC(C(O2)(C)C)(C)C